2'-Chloro-N-(5-(5-(difluoro-methoxy)-6-methylpyrazine-2-carbonyl)-5,6-dihydro-4H-pyrrolo[3,4-d]thiazol-2-yl)-5'-methoxy-6-methyl-[4,4'-bipyridine]-3-carboxamide ClC1=NC=C(C(=C1)C1=C(C=NC(=C1)C)C(=O)NC=1SC2=C(N1)CN(C2)C(=O)C2=NC(=C(N=C2)OC(F)F)C)OC